rac-5-(methylcarbamoyl)-6-oxo-1-(1-(o-tolyl)ethyl)-1,6-dihydropyridine-3-carboxylic acid butyl ester C(CCC)OC(=O)C1=CN(C(C(=C1)C(NC)=O)=O)[C@H](C)C1=C(C=CC=C1)C |r|